FC(C(COC=1C=CC=2N(C1)N=CC2C(=O)NC2CC1(CC(C1)OC1=NN3C(C=CC=C3)=C1C(=O)N)C2)(C(F)(F)F)O)(F)F 2-{[(4s)-6-{6-[3,3,3-trifluoro-2-hydroxy-2-(trifluoromethyl)propoxy]pyrazolo[1,5-a]pyridine-3-amido}spiro[3.3]heptan-2-yl]oxy}pyrazolo[1,5-a]pyridine-3-carboxamide